1,3-Dichloro-1,1,3,3-tetramethyl-disiloxan Cl[Si](O[Si](C)(C)Cl)(C)C